N(=[N+]=[N-])CCOCCOCCOCCNC(=O)N1C(CCC1)C1=C(C=CC=C1)Cl N-(2-(2-(2-(2-azidoethoxy)ethoxy)ethoxy)ethyl)-2-(2-chlorophenyl)pyrrolidine-1-carboxamide